O.O.P(=O)(O)([O-])[O-].[Na+].[Na+] di-sodium hydrogen phosphate di-hydrate